Cl.N1=CC=C(C=C1)CNC1=C2C(=NC=3N1N=CC3)C3(CCNCC3)CC2 N-(pyridin-4-ylmethyl)-6,7-dihydrospiro[cyclopenta[d]pyrazolo[1,5-a]pyrimidine-5,4'-piperidine]-8-amine hydrochloride